CC1(CC=2C(=NC=C(C2)C(=O)N2C[C@H](CC2)N(C2=NC=CC=N2)C)N1)C N-[(3S)-1-{2,2-Dimethyl-1H,2H,3H-pyrrolo[2,3-b]pyridine-5-carbonyl}pyrrolidin-3-yl]-N-methylpyrimidin-2-amine